COC1=C(C=CC(=C1)NS(=O)(=O)CCC)N1N=C(C=2C=NC(=CC21)C=2C=NN1C2N=CC=C1)CN(C(OC(C)(C)C)=O)C tert-Butyl ((1-(2-methoxy-4-(propylsulfonamido)phenyl)-6-(pyrazolo[1,5-a]pyrimidin-3-yl)-1H-pyrazolo[4,3-c]pyridin-3-yl)methyl)(methyl)carbamate